C(C)(C)(C)OC(=O)N1CCC(CC1)C1=CC=C(C=C1)NC1=NC(=CN=C1C(N)=O)N1N=CC=C1 4-(4-((3-carbamoyl-6-(1H-pyrazol-1-yl)pyrazin-2-yl)amino)phenyl)piperidine-1-carboxylic acid tert-butyl ester